N[C@@H](CCCCN)C(=O)OC(CC)CCOC1=CC=C(C=C1)N1C(N(C(C1(C)C)=O)C1=CC(=C(C=C1)C#N)C(F)(F)F)=S 5-(4-(3-(4-cyano-3-(trifluoromethyl)phenyl)-5,5-dimethyl-4-oxo-2-thioxoimidazolidin-1-yl)phenoxy)pentan-3-yl L-lysinate